6-chloro-4-(2-cyanoacetamido)-5-fluoro-nicotinic acid ethyl ester C(C)OC(C1=CN=C(C(=C1NC(CC#N)=O)F)Cl)=O